NCC1CCC(O1)C(C)(C)C1OC(CC1)CN 2,2-Bis(5-aminomethyltetrahydro-furan-2-yl)propan